3-(4-hydroxy-2,3,5-trimethoxyphenyl)prop-2-enal OC1=C(C(=C(C=C1OC)C=CC=O)OC)OC